BrC1=C(C(=C(C=C1OC)N(C(C)=O)CCOC)[N+](=O)[O-])F N-(4-bromo-3-fluoro-5-methoxy-2-nitrophenyl)-N-(2-methoxyethyl)acetamide